N1(CCC[C@H]2CCC3=CC=CN=C3[C@@H]12)C[C@@H]1N(CC2=CC=CC(=C2C1)Br)C(=O)OC(C)(C)C tert-butyl (3R)-3-[[(4aR,10bS)-3,4,4a,5,6,10b-hexahydro-2H-1,10-phenanthrolin-1-yl]methyl]-5-bromo-3,4-dihydro-1H-isoquinoline-2-carboxylate